isopropyl 2-[3-[3,5-difluoro-4-[2-oxo-2-[3-[[[(2S,3R,4R,5R)-2,3,4,5,6-pentahydroxyhexyl]amino]methyl]azetidin-1-yl]ethyl]phenoxy]propyl]-6-azaspiro[2.5]octane-6-carboxylate FC=1C=C(OCCCC2CC23CCN(CC3)C(=O)OC(C)C)C=C(C1CC(N1CC(C1)CNC[C@@H]([C@H]([C@@H]([C@@H](CO)O)O)O)O)=O)F